FC=1C=C(C=CC1F)N1N=NC(=C1)C(CC)N1C=C(C2=C1N=CN=C2N)I 7-{1-[1-(3,4-difluorophenyl)-1H-1,2,3-triazol-4-yl]propyl}-5-iodo-7H-pyrrolo[2,3-d]pyrimidin-4-amine